C(CCCCCC(C)(C)C)(=O)[O-].C(CCCCCC(C)(C)C)(=O)[O-].C(CCCCCC(C)(C)C)(=O)[O-].[Bi+3] bismuth tris(neodecanoate)